C1(=CC=CC=C1)N(P(C1=C(C=CC=C1)OC(F)(F)F)C1=CC=C(C=C1)[Si](CCCC)(CCCC)CCCC)P(C1=C(C=CC=C1)OC(F)(F)F)C1=CC=C(C=C1)[Si](CCCC)(CCCC)CCCC N-phenyl-1-(4-(tributylsilyl)phenyl)-N-((4-(tributylsilyl)phenyl)(2-(trifluoromethoxy)phenyl)phosphaneyl)-1-(2-(trifluoromethoxy)phenyl)phosphanamine